2-fluoro-6-[(3-chloro-4-hydroxybenzyl)amino]-9-(tetrahydrofuran-2-yl)-9H-purine FC1=NC(=C2N=CN(C2=N1)C1OCCC1)NCC1=CC(=C(C=C1)O)Cl